acryloyloxytrisisopropyl-silane C(C=C)(=O)O[Si](C(C)C)(C(C)C)C(C)C